2-(benzofuran-2-yl)-5-(butyldithio)-1,3,4-oxadiazole O1C(=CC2=C1C=CC=C2)C=2OC(=NN2)SSCCCC